N-methyl-N-(6-(6-methyl-1,2,4,5-tetrazin-3-yl)naphthalene-2-yl)glycine methyl ester COC(CN(C1=CC2=CC=C(C=C2C=C1)C=1N=NC(=NN1)C)C)=O